6-bromo-7-(3-((tert-butyldimethylsilyl)oxy)-5-oxocyclopent-1-en-1-yl)hept-5-enoate BrC(=CCCCC(=O)[O-])CC1=CC(CC1=O)O[Si](C)(C)C(C)(C)C